6-(4-((S)-3-methyl-1-((R)-3-oxo-4-(trifluoromethyl)-3,5,6,7-tetrahydro-2H-cyclopenta[c]pyridazin-7-yl)pyrrolidin-3-carbonyl)piperazin-1-yl)nicotinonitrile C[C@]1(CN(CC1)[C@@H]1CCC=2C1=NNC(C2C(F)(F)F)=O)C(=O)N2CCN(CC2)C2=NC=C(C#N)C=C2